C(CCCCCCCCCCC)C1=C(SC=C1)S(=O)(=O)O 3-dodecyl-thiophene-2-sulfonic acid